iridium trichloride [Ir](Cl)(Cl)Cl